thieno[2,3-d]thiazole-5-carboxamide S1C=NC2=C1C=C(S2)C(=O)N